ethyl 6-chloro-3-(2-chlorophenyl)imidazo[1,2-a]pyridine-2-carboxylate ClC=1C=CC=2N(C1)C(=C(N2)C(=O)OCC)C2=C(C=CC=C2)Cl